(1R,5S) or (1S,5R)-3-(8-cyanoquinolin-5-yl)-5-(trifluoromethyl)-3-azabicyclo[3.1.0]hexane-1-carboxamide C(#N)C=1C=CC(=C2C=CC=NC12)N1C[C@]2(C[C@]2(C1)C(F)(F)F)C(=O)N |o1:14,16|